1-methyl-N-((6-(thiazol-4-ylmethoxy)-5-(2,2,2-trifluoroethyl)-1H-indol-2-yl)methyl)cyclopropane-1-carboxamide CC1(CC1)C(=O)NCC=1NC2=CC(=C(C=C2C1)CC(F)(F)F)OCC=1N=CSC1